(4-methylthiophene-2-yl)acetonitrile CC=1C=C(SC1)CC#N